Cl.FC(C=1C=C(C=C(C1)C(F)(F)F)[C@@H](C)O[C@@H]1[C@H](NCCO1)C1=CC=C(C=C1)F)(F)F (2R,3R)-2-[(R)-1-[3,5-bis(trifluoromethyl)phenyl]ethoxy]-3-(4-fluorophenyl)-morpholine hydrochloride